ClC1=CC=C(C(=N1)C1=CC=CC=C1)NCCCl 6-chloro-N-(2-chloroethyl)-2-phenylpyridin-3-amine